C[C@@H]1N(C2=CC=C3C(=C2CC1)N=C(N3C3CC1(CNC1)C3)CCC3=CC=CC=C3)C(=O)OC methyl (S)-7-methyl-2-phenethyl-3-(2-azaspiro[3.3]heptan-6-yl)-3,7,8,9-tetrahydro-6H-imidazo[4,5-f]quinoline-6-carboxylate